The molecule is a naphtho-gamma-pyrone that is 2,3-dihydro-4H-benzo[g]chromen-4-one bearing a methyl substituent at position 2, a methoxy substituent at position 6 and three hydroxy substituents at positions 2, 5 and 8. It has a role as an Aspergillus metabolite and a marine metabolite. It is a naphtho-gamma-pyrone, a cyclic hemiketal, a member of phenols, an aromatic ether and a heptaketide. CC1(CC(=O)C2=C(C3=C(C=C(C=C3C=C2O1)O)OC)O)O